C(C)(C)(C)OOC(C)(C)C1=CC=C(C=C1)C(C)(C)OOC(C)(C)C α,α'-bis(tert-butylperoxy)-p-diisopropylbenzene